1-(2-methoxyethyl)-3-(3-(5-(4-((4-methylpiperazin-1-yl)methyl)phenyl)-1H-pyrrolo[2,3-b]pyridin-3-yl)phenyl)urea COCCNC(=O)NC1=CC(=CC=C1)C1=CNC2=NC=C(C=C21)C2=CC=C(C=C2)CN2CCN(CC2)C